NN(C(OC(C)(C)C)=O)C([2H])([2H])[2H] tert-butyl N-amino-N-(trideuteriomethyl)carbamate